CN1N=CC(=C1)C1=C(C(=O)N)C=CC=N1 (1-methyl-1H-pyrazol-4-yl)nicotinamide